FC(C=1C=C(C=CC1)C(C)N)(F)F 1-(3-(trifluoromethyl)phenyl)ethan-1-amine